OC1=CC(SC2=CC=CC=C12)=O 4-hydroxy-1-thiacoumarin